N=1N=C(N2C1CCC2)C2=CC=CC(=N2)N 6-(6,7-dihydro-5H-pyrrolo[2,1-c][1,2,4]triazol-3-yl)pyridin-2-amine